benzyl 4-((3R,4R)-1-(tert-butoxycarbonyl)-4-hydroxypyrrolidin-3-yl)piperazine-1-carboxylate C(C)(C)(C)OC(=O)N1C[C@H]([C@@H](C1)O)N1CCN(CC1)C(=O)OCC1=CC=CC=C1